6-chloro-N-(4-cyanophenyl)-1H-indole-3-sulfonamide ClC1=CC=C2C(=CNC2=C1)S(=O)(=O)NC1=CC=C(C=C1)C#N